acryloyloxydodecyl-dibromomethylsilane C(C=C)(=O)OCCCCCCCCCCCC[SiH2]C(Br)Br